3-((hexyl-3,3,4,4,5,5,6,6,6-d9)oxy)-4-(1-methyl-1,2,5,6-tetrahydropyridin-3-yl)-1,2,5-thiadiazole C(CC(C(C(C([2H])([2H])[2H])([2H])[2H])([2H])[2H])([2H])[2H])OC1=NSN=C1C=1CN(CCC1)C